ClC1=CC=C(C=C1)C1=C(C(=NN1S(=O)(=O)C1=CC=C(C)C=C1)C)S(=O)(=O)C1=CC=C(C)C=C1 5-(4-chlorophenyl)-3-methyl-1,4-di-p-toluenesulfonyl-1H-pyrazole